6-(2-(4-(dimethylamino)phenyl)ethoxy)-3-(furan-3-yl)-2-(pyridin-3-yl)-1H-inden-1-one CN(C1=CC=C(C=C1)CCOC1=CC=C2C(=C(C(C2=C1)=O)C=1C=NC=CC1)C1=COC=C1)C